(R)-4-(5-(5-fluoro-2-methylpyridin-4-yl)-1H-pyrazole-3-carbonyl)-N-((1R,4S)-4-hydroxy-4-(trifluoromethyl)cyclohexyl)-4-azaspiro[2.5]octane-7-carboxamide FC=1C(=CC(=NC1)C)C1=CC(=NN1)C(=O)N1C2(CC2)C[C@@H](CC1)C(=O)NC1CCC(CC1)(C(F)(F)F)O